N[C@H]1[C@@H](CCCC1)C(=O)O trans-2-(amino)cyclohexanecarboxylic acid